rac-(3'S,5S)-2-(2-ethoxypyridin-3-yl)-3'-ethyl-1'-[2-methoxy-3-(trifluoromethyl)pyridin-4-yl]-7-(1-methylazetidin-3-yl)spiro[6H-1,7-naphthyridine-5,4'-piperidine]-8-one C(C)OC1=NC=CC=C1C1=NC=2C(N(C[C@@]3([C@@H](CN(CC3)C3=C(C(=NC=C3)OC)C(F)(F)F)CC)C2C=C1)C1CN(C1)C)=O |r|